(2S,20S)-2-((((9H-fluoren-9-yl)methoxy)carbonyl)amino)-20-(tert-butoxycarbonyl)-41-(di-tert-butoxyphosphoryl)-8,17,22-trioxo-10,13-dioxa-7,16,21-triazahentetracontanoic acid C1=CC=CC=2C3=CC=CC=C3C(C12)COC(=O)N[C@H](C(=O)O)CCCCNC(COCCOCCNC(CC[C@H](NC(CCCCCCCCCCCCCCCCCCCP(=O)(OC(C)(C)C)OC(C)(C)C)=O)C(=O)OC(C)(C)C)=O)=O